COC1=C(C=C(CC2=C(C=C(C=C2C)[N+](=O)[O-])C)C=C1)C(F)(F)F 2-(4-Methoxy-3-(trifluoromethyl)benzyl)-1,3-dimethyl-5-nitrobenzene